(1-(6-(6-(Difluoromethyl)imidazo[1,2-b]pyridazin-3-yl)pyrimidin-4-yl)piperidin-3-yl)(4-(methylsulfonyl)piperazin-1-yl)methanone FC(C=1C=CC=2N(N1)C(=CN2)C2=CC(=NC=N2)N2CC(CCC2)C(=O)N2CCN(CC2)S(=O)(=O)C)F